6-AMINO-3-BROMOPICOLINALDEHYDE NC1=CC=C(C(=N1)C=O)Br